(R)-N-(4-(4-amino-5-(3-fluoro-4-((4-methylpyrimidin-2-yl)oxy)phenyl)-7-methyl-7H-pyrrolo[2,3-d]pyrimidin-6-yl)cyclohex-3-en-1-yl)acrylamide NC=1C2=C(N=CN1)N(C(=C2C2=CC(=C(C=C2)OC2=NC=CC(=N2)C)F)C2=CC[C@@H](CC2)NC(C=C)=O)C